O=C(C(=O)N)N1[C@H](CC[C@@H](C1)C)C1=CC(=NC=C1)OC1CC1 |r| 2-Oxo-2-[rac-(2R,5S)-2-[2-(cyclopropoxy)-4-pyridyl]-5-methyl-1-piperidyl]acetamide